6-chloro-3-[1-[2-(6,6-difluoro-3-azabicyclo[3.1.0]hexan-3-yl)-6-fluoro-3-methyl-4-oxoquinazolin-8-yl]ethylamino]pyridine-2-carboxylic acid ClC1=CC=C(C(=N1)C(=O)O)NC(C)C=1C=C(C=C2C(N(C(=NC12)N1CC2C(C2C1)(F)F)C)=O)F